CC1=CC=CC(=N1)C1=C(N=CN1)C=1C=C2C=C(C=NC2=CC1)NCCN1C[C@@H](CC1)C(=O)OC1CNC1 azetidin-3-yl (R)-1-(2-((6-(5-(6-methylpyridin-2-yl)-1H-imidazol-4-yl)quinolin-3-yl)amino)ethyl)pyrrolidine-3-carboxylate